CCOC(=O)CC=1N=C(SC1)C=1C(OC2=CC(=CC=C2C1)NCCCS(=O)(=O)O)=O 3-[(3-(4-(2-ethoxycarbonylmethyl)thiazol-2-yl)-2-oxo-2H-chromen-7-yl)amino]propane-1-sulfonic acid